(6-(2-Methoxyphenylamino)-4-aminopyridin-2-yl)(isoindolin-2-yl)methanone COC1=C(C=CC=C1)NC1=CC(=CC(=N1)C(=O)N1CC2=CC=CC=C2C1)N